tris[2-(2-methoxyethoxy)ethyl]Amine COCCOCCN(CCOCCOC)CCOCCOC